(Z)-4-acetoxy-styrene C(C)(=O)OC1=CC=C(C=C)C=C1